C(=C)C1=CC=CC2=CC=CC=C12 1-Vinylnaphthalin